tert-butyl 4-(1-(2-(3-((2,4-dioxotetrahydropyrimidin-1(2H)-yl)methyl)-2-oxopyridin-1(2H)-yl)ethyl)piperidin-4-yloxy)piperidine-1-carboxylate O=C1N(CCC(N1)=O)CC=1C(N(C=CC1)CCN1CCC(CC1)OC1CCN(CC1)C(=O)OC(C)(C)C)=O